Pyrimidine-5-carboxamide hydrochloride Cl.N1=CN=CC(=C1)C(=O)N